FCCN1CC(C1)NC(=O)OCC(CCCCCCCCCCCCCCCCC(=O)O)CCCCCCCCCCCCCCCC(=O)O.N1=CC(=CC=C1)C=1C=C(C=C(C1)C=1C=NC=CC1)C1=CC(=CC=C1)C1=CC(=CC(=C1)C=1C=NC=CC1)C=1C=NC=CC1 1,3-bis[3,5-di(pyridin-3-yl)phenyl]benzene 3-(((1-(2-fluoroethyl)azetidin-3-yl)carbamoyl)oxy)propane-1,2-diyl-dipalmitate